5-(3-((1H-indol-3-yl)sulfonyl)-5-morpholinophenyl)pyrimidin-2-amine N1C=C(C2=CC=CC=C12)S(=O)(=O)C=1C=C(C=C(C1)N1CCOCC1)C=1C=NC(=NC1)N